(2S,3aS,6aS)-N-((S)-1-cyano-2-(4'-cyano-[1,1'-biphenyl]-4-yl)ethyl)octahydrocyclopenta[b]pyrrole-2-carboxamide C(#N)[C@H](CC1=CC=C(C=C1)C1=CC=C(C=C1)C#N)NC(=O)[C@@H]1C[C@H]2[C@@H](N1)CCC2